NC1CCN(CC1)C1=NC(=C2N=CN(C2=N1)C(C)C)NCC1=C(C=CC=C1)N1C2CN(C(C1)C2)C(=O)OC(C)(C)C tert-butyl 5-(2-(((2-(4-aminopiperidin-1-yl)-9-isopropyl-9H-purin-6-yl) amino) methyl) phenyl)-2,5-diazabicyclo[2.2.1]heptane-2-carboxylate